2-(1-(2,6-dioxopiperidin-3-yl)-2-oxospiro[indoline-3,3'-pyrrolidin]-1'-yl)acetic acid O=C1NC(CCC1N1C(C2(CN(CC2)CC(=O)O)C2=CC=CC=C12)=O)=O